CC1=CC(=NC(=C1)C)CN1CCOC2=C(C1=O)C=C(C=C2C=2C(=NC=CC2)C(F)(F)F)CN2C(=NC=C2)C 4-((4,6-Dimethylpyridin-2-yl)methyl)-7-((2-methyl-1H-imidazol-1-yl)methyl)-9-(2-(trifluoromethyl)pyridin-3-yl)-3,4-dihydrobenzo[f][1,4]oxazepin-5(2H)-one